2-amino-6-(2-chlorophenyl)quinazolin-8-ol NC1=NC2=C(C=C(C=C2C=N1)C1=C(C=CC=C1)Cl)O